ClC=1C(=CC(=NC1)NC(C)C)C=1N=C(N(C1)C)C(=O)N[C@H](CO)C1=CC(=CC=C1)Cl (S)-4-(5-chloro-2-(isopropylamino)pyridin-4-yl)-N-(1-(3-chlorophenyl)-2-hydroxyethyl)-1-methyl-1H-imidazole-2-carboxamide